C(C)C1=NN(C2=NC(=NC(=C21)N[C@@H](C)C2=CC=C(C=C2)F)C2=CC=C(C(=O)OC)C=C2)C methyl (S)-4-(3-ethyl-4-((1-(4-fluorophenyl)ethyl)amino)-1-methyl-1H-pyrazolo[3,4-d]pyrimidin-6-yl)benzoate